COC(=O)C=1SC2=C(C1)C=C(C=C2)Br 5-bromobenzothiophene-2-carboxylic acid methyl ester